(R)-2-((4-(2-(4-chloro-2-fluorophenyl)-4-fluoro-2H-chromen-8-yl)piperidin-1-yl)methyl)-1-((1-(fluoromethyl)cyclopropyl)methyl)-1H-imidazo[4,5-b]pyridine-6-carboxylic acid ClC1=CC(=C(C=C1)[C@@H]1OC2=C(C=CC=C2C(=C1)F)C1CCN(CC1)CC=1N(C=2C(=NC=C(C2)C(=O)O)N1)CC1(CC1)CF)F